1-tetradecyl-methylimidazole C(CCCCCCCCCCCCC)N1C(=NC=C1)C